4-(4-(Cyclopropanesulfonamido)pyrimidin-2-yl)-N-(5-(6-cyclopropylpyrazin-2-yl)pyridin-2-yl)piperidine-4-carboxamide hydrochloride Cl.C1(CC1)S(=O)(=O)NC1=NC(=NC=C1)C1(CCNCC1)C(=O)NC1=NC=C(C=C1)C1=NC(=CN=C1)C1CC1